N1N=CC2=CC(=CC=C12)[C@@H]1N(C[C@H](CC1)C)C(C(=O)NC=1C=2C(C(=NC1)N)=CNN2)=O ((2R,5S)-2-(1H-indazol-5-yl)-5-methylpiperidin-1-yl)-N-(4-amino-2H-pyrazolo[4,3-c]pyridin-7-yl)-2-oxoacetamide